C(C1=CC=CC=C1)OC1=NC(=CC=C1N1C(N(C2=C1C=CC=C2N2CCC(CC2)CCNC(OC(C)(C)C)=O)C)=O)OCC2=CC=CC=C2 tert-butyl (2-(1-(1-(2,6-bis(benzyloxy)pyridin-3-yl)-3-methyl-2-oxo-2,3-dihydro-1H-benzo[d]imidazol-4-yl)piperidin-4-yl)ethyl)carbamate